CC(CC(=O)O)CC=C(CC)C 3,6-dimethyl-5-octenoic acid